N1(CCC1)S(=O)(=O)C=1C=C(C=CC1)NC1=NC(=NC(=N1)NC(C)C)C1=CC=CC=C1 N2-(3-(azetidin-1-ylsulfonyl)phenyl)-N4-isopropyl-6-phenyl-1,3,5-triazine-2,4-diamine